1'-(4-chlorobenzoyl)-1-methyl-2-oxospiro[indoline-3,4'-piperidine]-5-carboxylic acid ClC1=CC=C(C(=O)N2CCC3(CC2)C(N(C2=CC=C(C=C23)C(=O)O)C)=O)C=C1